ClC1=CC(=NC=C1)C=1C2=C(C(N=C2C=CC1)=O)O (4-chloropyridin-2-yl)-3-hydroxyindol-2-one